N-(6-iodopyridazin-3-yl)-2-(5-methoxypyridin-2-yl)acetamide IC1=CC=C(N=N1)NC(CC1=NC=C(C=C1)OC)=O